ClC1=C(C(=O)N(C)OC)C=C(C=C1)F 2-chloro-5-fluoro-N-methoxy-N-methylbenzamide